NC=1C2=C(N=CN1)N(C(=C2C2=CC=C(C=C2)OC2=NC=CC=C2)C#CC2CN(C2)[C@H]2[C@H](CN(CC2)C(C=C)=O)O)C 1-((3S,4R)-4-(3-((4-amino-7-methyl-5-(4-(pyridin-2-yloxy)phenyl)-7H-pyrrolo[2,3-d]pyrimidin-6-yl)ethynyl)azetidin-1-yl)-3-hydroxypiperidin-1-yl)prop-2-en-1-one